COCCOC1CCC(CC1)N1C=CC=2N=C(N=C(C21)C(=O)N)C2=NNN=C2 ((1r,4r)-4-(2-methoxyethoxy)cyclohexyl)-2-(2H-1,2,3-triazol-4-yl)-5H-pyrrolo[3,2-d]pyrimidine-4-carboxamide